tert-butyl (3-(methoxymethyl)pyrrolidin-3-yl)(methyl)carbamate COCC1(CNCC1)N(C(OC(C)(C)C)=O)C